NC=1SC(=NN1)S 2-Amino-5-mercapto-1,3,4-thiadiazol